tert-butyl (3-{2-[3-(trifluoromethoxy)propoxy]-1,3-oxazol-5-yl}bicyclo[1.1.1]pentan-1-yl)carbamate FC(OCCCOC=1OC(=CN1)C12CC(C1)(C2)NC(OC(C)(C)C)=O)(F)F